[K].C(C=C)(=O)O acrylic acid potassium